OC1(CC(C1)C(=O)N1CC2(C1)CCC(CC2)C2=CC(=C(C=C2)OC)C)C ((1s,3s)-3-Hydroxy-3-methylcyclobutyl)(7-(4-methoxy-3-methylphenyl)-2-azaspiro[3.5]nonan-2-yl)methanone